BrC1=CN(C2=NC=C(C=C21)F)C 3-bromo-5-fluoro-1-methyl-1H-pyrrolo[2,3-b]Pyridine